N-cyclohexyl-7-morpholino-5-[(2E)-2-(m-tolylmethylene)hydrazino]oxazolo[5,4-d]pyrimidine-2-carboxamide C1(CCCCC1)NC(=O)C=1OC=2N=C(N=C(C2N1)N1CCOCC1)N/N=C/C=1C=C(C=CC1)C